C(C)N1N=C(C(=C1C(C)C)NC(=O)NS(=O)(=O)C=1C=NN2C1OCC(C2)(C)C)C(C)C N-((1-ethyl-3,5-diisopropyl-1H-pyrazol-4-yl)carbamoyl)-6,6-dimethyl-6,7-dihydro-5H-pyrazolo[5,1-b][1,3]oxazine-3-sulfonamide